O1CCC(CC1)OCCO 2-(oxan-4-yloxy)ethanol